(S)-2-amino-1,1-diphenyl-1-propanol N[C@H](C(O)(C1=CC=CC=C1)C1=CC=CC=C1)C